tert-butyl (3R,4R)-4-[4-[[(3R)-2,6-dioxo-3-piperidyl]amino]-2-fluoro-phenyl]-3-methoxy-piperidine-1-carboxylate O=C1NC(CC[C@H]1NC1=CC(=C(C=C1)[C@@H]1[C@H](CN(CC1)C(=O)OC(C)(C)C)OC)F)=O